3-[[2-(5-Fluoro-2-hydroxy-phenyl)acetyl]amino]-N-(1-methylcyclohexyl)benzamide FC=1C=CC(=C(C1)CC(=O)NC=1C=C(C(=O)NC2(CCCCC2)C)C=CC1)O